C(#N)C1(CCN(CC1)C(=O)OC(C)(C)C)CC=1C=NC=CC1 tert-butyl 4-cyano-4-(pyridin-3-ylmethyl)piperidine-1-carboxylate